C(C)(C)(C)OC(=O)N[C@H](C(=O)O)CC1=CC=CC=C1 (2S)-2-{[(tert-butoxy)carbonyl]amino}-3-phenylpropionic acid